2-((tert-Butoxycarbonyl)amino)-3-(6,6-dimethyl-2-oxo-1,2,5,6,7,8-hexahydroquinolin-3-yl)propanoic acid C(C)(C)(C)OC(=O)NC(C(=O)O)CC=1C(NC=2CCC(CC2C1)(C)C)=O